(3R,6S,9aS)-3-(2-ethylbutyl)-8-((R)-1-(4-hydroxybutyl)pyrrolidin-3-yl)-6-neopentyl-1-((E)-3-(quinoxalin-2-yl)acryloyl)tetrahydropyrazino[2,1-c][1,2,4]oxadiazine-4,7(3H,6H)-dione C(C)C(C[C@@H]1C(N2[C@@H](N(O1)C(\C=C\C1=NC3=CC=CC=C3N=C1)=O)CN(C([C@@H]2CC(C)(C)C)=O)[C@H]2CN(CC2)CCCCO)=O)CC